ClC=1C=CC(=NC1OC)CC=1N(C=2C(=C3CC[C@@H](N(C3=CC2)C(=O)OC)C)N1)C1CCCCC1 (1R,3R)-3-((S)-2-((5-Chloro-6-methoxypyridin-2-yl)methyl)-6-(methoxycarbonyl)-7-methyl-6,7,8,9-tetrahydro-3H-imidazo[4,5-f]chinolin-3-yl)cyclohexan